(5-(3-chloro-5-fluorobenzyl)pyridin-2-yl)-1-cyclopropyl-6-oxo-1,6-dihydropyridazine-3-carboxamide ClC=1C=C(CC=2C=CC(=NC2)C=2C(=NN(C(C2)=O)C2CC2)C(=O)N)C=C(C1)F